3-methylenepentane C=C(CC)CC